[B+3].[2H-].[K+].[2H-].[2H-].[2H-] Potassium deuteride boron